COC=1C(=NC=2CCCC(C2C1)N1C(C2=CC(=CC(=C2CC1)C=1C(=NN(C1)C)C(F)(F)F)C(=O)OC)=O)C methyl 2-(3-methoxy-2-methyl-5,6,7,8-tetrahydroquinolin-5-yl)-5-(1-methyl-3-(trifluoromethyl)-1H-pyrazol-4-yl)-1-oxo-1,2,3,4-tetrahydroisoquinoline-7-carboxylate